1-(3,4-dichlorophenyl)-3-phenylprop-2-en-1-one ClC=1C=C(C=CC1Cl)C(C=CC1=CC=CC=C1)=O